hexanal boron [B].C(CCCCC)=O